COC=1C=C(C=CC1OC)C1=NOC(=N1)C1CCN(CC1)C(CNC(=O)C1=NC=CC=C1)=O N-[2-[4-[3-(3,4-dimethoxyphenyl)-1,2,4-oxadiazol-5-yl]-1-piperidinyl]-2-oxo-ethyl]pyridine-2-carboxamide